S1C(=CC=C1)C=C1C(C(CCC1)=CC=1SC=CC1)=O 2,6-di(thiophen-2-ylmethylene)cyclohexanone